2-fluoro-6-[(3-hydroxybenzyl)amino]-9-(oxetan-2-yl)-9H-purine FC1=NC(=C2N=CN(C2=N1)C1OCC1)NCC1=CC(=CC=C1)O